6-Chloro-7-(difluoromethyl)-3-(2-(methoxymethoxy)phenyl)cinnoline ClC=1C=C2C=C(N=NC2=CC1C(F)F)C1=C(C=CC=C1)OCOC